(-)-1,1'-binaphthyl-2,2'-diol C=1(C(=CC=C2C=CC=CC12)O)C=1C(=CC=C2C=CC=CC12)O